O=C1NC=C(C(N1)=O)C1=CC(=C(N=N1)C#N)N1C[C@@H](OCC1)C 6-(2,4-dioxo-1H-pyrimidin-5-yl)-4-[(2S)-2-methylmorpholin-4-yl]pyridazine-3-carbonitrile